N-(6-(4-((3-cyanopropyl)sulfonamido)phenyl)-9H-purin-2-yl)cyclopropylcarboxamide C(#N)CCCS(=O)(=O)NC1=CC=C(C=C1)C1=C2N=CNC2=NC(=N1)NC(=O)C1CC1